CC1=C(N)C=C(C=C1)OC1=CC=C(C=C1)CN1CCN(CC1)C 2-Methyl-5-(4-((4-methylpiperazin-1-yl)methyl)phenoxy)aniline